C(C)N1CC[C@@H]([C@]12COCC2)C2=CC=1C(=NC=CC1NC=1C(=CC3=C(N=CS3)C1)F)S2 N-(2-((4S,5R)-1-ethyl-7-oxa-1-azaspiro[4.4]nonan-4-yl)thieno[2,3-b]pyridin-4-yl)-6-fluorobenzo[d]thiazol-5-amine